COC1=C(C(=O)C2=C(CCC2)C(=O)O)C=CC(=C1)C 2-(2-Methoxy-4-methylbenzoyl)cyclopent-1-ene-1-carboxylic acid